(E)-4-methyl-2-(2-(4,4,5,5-tetramethyl-1,3,2-dioxaborolan-2-yl)vinyl)pyrimidine CC1=NC(=NC=C1)\C=C\B1OC(C(O1)(C)C)(C)C